NC1CCC(CC1)NCC(C1=CC=CC=C1)C=1C(=CC(=C(C1)C=1C(=CC=C(C1F)OCCOC)C(=O)N)Cl)C 5'-(2-(((1r,4r)-4-aminocyclohexyl)amino)-1-phenylethyl)-2'-chloro-6-fluoro-5-(2-methoxyethoxy)-4'-methyl-[1,1'-biphenyl]-2-carboxamide